CO.[As] arsenic methanol